OC1=C(C=CC=C1C)C(CCCCCCCCC)C1=CC(=C(C=C1)O)C 1-(2-hydroxy-3-methyl-phenyl)-1-(3-methyl-4-hydroxyphenyl)decane